3,6-Dichloro-1-(3-((1-(2-(methoxy-d3)pyridin-3-yl)-5-methyl-4-nitro-1H-pyrazol-3-yl)oxy)propyl)-1H-pyrazolo[3,4-d]pyrimidine ClC1=NN(C2=NC(=NC=C21)Cl)CCCOC2=NN(C(=C2[N+](=O)[O-])C)C=2C(=NC=CC2)OC([2H])([2H])[2H]